ClC=1C=C(C=C(C1)NS(=O)(=O)C)NC(=O)C1=CN(C(=C1)C)C1=NC=CC=C1OCC=1SC=CN1 N-(3-chloro-5-(methylsulfonamido)phenyl)-5-methyl-1-(3-(thiazol-2-ylmethoxy)pyridin-2-yl)-1H-pyrrole-3-carboxamide